tert-butyl 4-aminooxazinane-2-carboxylate NC1CN(OCC1)C(=O)OC(C)(C)C